COC=1C=C(C=CC1)CCCOC=1C=CC2=C(C(=C(O2)C(=O)O)C)C1 5-(3-(3-Methoxyphenyl)propoxy)-3-methylbenzofuran-2-carboxylic acid